NC=1C=C(C=CC1)[C@H]1N(CCC1)C(=O)OC(C)(C)C tert-butyl (S)-2-(3-aminophenyl)pyrrolidine-1-carboxylate